FC(OC1=CC=CC2=C1C(NC1=C(O2)C=CC=C1)=O)(F)F 1-(trifluoromethoxy)dibenzo[b,f][1,4]oxazepin-11(10H)-one